farnesylalcohol azide [N-]=[N+]=[N-].C(C=C(C)CCC=C(C)CCC=C(C)C)O